ClC1=NC=C(C(=N1)NC1=CC(=C(C=C1)Cl)NS(=O)(=O)CC(C)C)C 2-Chloro-N4-(4-chloro-[3-(2-methylpropylsulfonamido)]phenyl)-5-methylpyrimidin-4-amine